Sodium bisoxaloborate C(=O)(C(=O)O)OB(OC(=O)C(=O)O)[O-].[Na+]